(S)-4-((4-(5,6,7,8-tetrahydro-1,8-naphthyridin-2-yl)butyl)(((S)-tetrahydrofuran-2-yl)methyl)amino)-2-(3-(trifluoromethyl)picolinamido)butanoic acid N1=C(C=CC=2CCCNC12)CCCCN(CC[C@@H](C(=O)O)NC(C1=NC=CC=C1C(F)(F)F)=O)C[C@H]1OCCC1